dibutyl-2,4-Xylenol C(CCC)C1=C(C(=C(C(=C1)O)C)CCCC)C